CN1[C@H]2[C@@H](CC[C@@H]1CC2)N (1R,2R,5R)-8-methyl-8-azabicyclo[3.2.1]Octane-2-amine